C(COCCOCCOC)OC1CC(NC(C1)(C)C)(C)C 4-(3,6,9-trioxadecyloxy)-2,2,6,6-tetramethylpiperidine